t-Butyl (S)-8-((1-(4-methoxybutanoyl) pyrrolidin-3-yl) (methyl) amino)-3,4-dihydroisoquinoline-2(1H)-carboxylate COCCCC(=O)N1C[C@H](CC1)N(C=1C=CC=C2CCN(CC12)C(=O)OC(C)(C)C)C